ClC1=C(C=CC(=C1F)OC)C1=CN=C(N1C)C(=O)NC1=CC(=C(C=C1)C(=O)N1CCN(CC1)C(=O)C1CCNCC1)C 5-(2-chloro-3-fluoro-4-methoxy-phenyl)-1-methyl-N-[3-methyl-4-[4-(piperidine-4-carbonyl)piperazine-1-carbonyl]phenyl]imidazole-2-carboxamide